NC=1C2=C(N=CN1)N(C(=C2C2=CC=C(C=C2)OC2=NC=CC(=N2)C)C=2C=C1CC[C@H](C1=CC2)NC(C=C)=O)C (R)-N-(5-(4-amino-7-methyl-5-(4-((4-methylpyrimidin-2-yl)oxy)phenyl)-7H-pyrrolo[2,3-d]pyrimidin-6-yl)-2,3-dihydro-1H-inden-1-yl)acrylamide